FC(C(=O)O)(F)F.ClC1=C(C=CC(=C1NC=1C(=C2C(N(C=NC2=CC1)C1CCC1)=O)C)F)NS(=O)(=O)CCC N-(2-chloro-3-((3-cyclobutyl-5-methyl-4-oxo-3,4-dihydroquinazolin-6-yl)amino)-4-fluorophenyl)propane-1-sulfonamide trifluoroacetate